2-(6-chloro-5-(pyridin-4-yl)pyridazin-3-yl)-2-(2,6-dichlorophenyl)acetonitrile ClC1=C(C=C(N=N1)C(C#N)C1=C(C=CC=C1Cl)Cl)C1=CC=NC=C1